C1=CC=C(C=C1)C2=CC=C(C=C2)C(=O)CBr 2-Bromo-4-phenylacetophenone